3-(2-hydroxyethoxy)-4-methoxybenzaldehyde OCCOC=1C=C(C=O)C=CC1OC